(R)-5-(1-(3,5-dichloropyridin-4-yl)ethoxy)-3-(3,5-difluoro-4-(6-(methylsulfonyl)-2,6-diazaspiro[3.3]heptan-2-yl)phenyl)-6-methoxy-1H-indazole ClC=1C=NC=C(C1[C@@H](C)OC=1C=C2C(=NNC2=CC1OC)C1=CC(=C(C(=C1)F)N1CC2(C1)CN(C2)S(=O)(=O)C)F)Cl